IC=1C=C2C(=CC1)OCCC21CC1 6-iodo-2,3-dihydrospiro[chromen-4,1'-cyclopropane]